(R)-6,7-dimethyl-1,4-bis(naphthalen-2-ylsulfonyl)-2-vinyl-1,2,3,4-tetrahydroquinoxaline CC=1C=C2N(C[C@H](N(C2=CC1C)S(=O)(=O)C1=CC2=CC=CC=C2C=C1)C=C)S(=O)(=O)C1=CC2=CC=CC=C2C=C1